(3S)-piperidine-3-sulfonamide hydrochloride Cl.N1C[C@H](CCC1)S(=O)(=O)N